CN(C(C)=O)C=1SC(=C(N1)C)S(=O)(=N)C([2H])([2H])[2H] N-methyl-N-(4-methyl-5-(S-(methyl-d3)-sulfonimidoyl)thiazol-2-yl)acetamide